(R)-N-(2-(1-(3-chloro-4-((3,5-difluoropyridin-2-yl)methoxy)-5',6-dimethyl-2-oxo-2H-[1,4'-bipyridin]-2'-yl)-1H-pyrazol-3-yl)propan-2-yl)acetamide ClC=1C(N(C(=CC1OCC1=NC=C(C=C1F)F)C)C1=CC(=NC=C1C)N1N=C(C=C1)C(C)(C)NC(C)=O)=O